3-(2-Methyl-5-((2-(2-(4-(oxetan-3-yl)piperazin-1-yl)ethoxy)ethyl)amino)-4-oxoquinazolin-3(4H)-yl)piperidine-2,6-dione CC1=NC2=CC=CC(=C2C(N1C1C(NC(CC1)=O)=O)=O)NCCOCCN1CCN(CC1)C1COC1